C(C1=CC=CC=C1)OC(=O)N1CC(C=C1)C1=CC=C(C=C1)C(F)(F)F 3-(4-(trifluoromethyl)phenyl)-2,3-dihydro-1H-pyrrole-1-carboxylic acid benzyl ester